(R)-2-Ethyl-2,3-dihydropyrido[2,3-f][1,4]oxazepine-4(5H)-carboxylic acid tert-butyl ester C(C)(C)(C)OC(=O)N1C[C@H](OC2=C(C1)N=CC=C2)CC